2-chloro-3-(trifluoromethyl)phenyl(4-methyl-1-(pyrimidin-5-yl)-6,7-dihydro-1H-[1,2,3]triazolo[4,5-c]pyridin-5(4H)-yl)methanone ClC1=C(C=CC=C1C(F)(F)F)C(=O)N1C(C2=C(CC1)N(N=N2)C=2C=NC=NC2)C